ClC1=CC2=C(N=C(N=C2N2CCN(CC2)C(C=C)=O)OC2CN(CC23CC3)C)C(=N1)OC1=C3C=NNC3=CC(=C1Cl)F 1-(4-{6-chloro-8-[(5-chloro-6-fluoro-1H-indazol-4-yl)oxy]-2-[(5-methyl-5-azaspiro[2.4]heptan-7-yl)oxy]pyrido[3,4-d]pyrimidin-4-yl}piperazin-1-yl)prop-2-en-1-one